ClC1=C(C2=C(NC(O[C@@]23CN(CCC3)C(=O)C3=NC(=NN3)C(C3=CC=C(C=C3)F)=O)=O)C=C1)F (R)-6-chloro-5-fluoro-1'-(3-(4-fluorobenzoyl)-1H-1,2,4-triazole-5-carbonyl)spiro[benzo[d][1,3]oxazin-4,3'-piperidin]-2(1H)-one